C(C)N1CCC(CC1)N1CCN(CC1)C1CCN(CC1)C1=C(C=NC2=CC=C(C=C12)S(=O)C)S(=O)(=O)C1=CC=C(C=C1)OCCCCCCCCCCCCCCCCCC 4-(4-(4-(1-ethylpiperidin-4-yl)piperazin-1-yl)piperidin-1-yl)-6-(methylsulfinyl)-3-((4-(octadecyloxy)phenyl)sulfonyl)quinoline